((S)-2-(2-Chloro-4-fluorophenyl)pyrrolidin-1-yl)-N-((R,E)-4-(methylsulfonyl)but-3-en-2-yl)benzamide ClC1=C(C=CC(=C1)F)[C@H]1N(CCC1)C1=C(C(=O)N[C@H](C)\C=C\S(=O)(=O)C)C=CC=C1